N[C@H](C(=O)N1C(CC(C1)O)C(=O)N[C@@H](C)C1=CC=C(C=C1)C1=C(N=CS1)C)C(C)(C)C 1-((S)-2-amino-3,3-dimethylbutyryl)-4-hydroxy-N-((S)-1-(4-(4-methylthiazol-5-yl)phenyl)ethyl)pyrrolidine-2-carboxamide